C(C)C(CC(C(CCCC)CC)P(O)(O)=O)CCCC 2-ethylhexyl-2-ethylhexylphosphonic acid